3-chloropyrazolo[1,5-a]pyridine-6-carboxamide ClC=1C=NN2C1C=CC(=C2)C(=O)N